NC1=C2C(=NC=N1)N(N=C2C2=CC=C(C=C2)OC2=CC=CC=C2)C2CCN(CC2)CCCCCCSC2=C1C(N(C(C1=CC=C2)=O)C2C(NC(CC2)=O)=O)=O 4-((6-(4-(4-amino-3-(4-phenoxyphenyl)-1H-pyrazolo[3,4-d]pyrimidin-1-yl)piperidin-1-yl)hexyl)thio)-2-(2,6-dioxopiperidin-3-yl)isoindoline-1,3-dione